OCCOC(C(=C)C)=O.C(CCC)OC(C=C)=O.C=CC1=CC=CC=C1 styrene n-butyl-acrylate 2-hydroxyethyl-methacrylate